4,4'-azo-bis-anisole N(=NC1=CC=C(C=C1)OC)C1=CC=C(C=C1)OC